ClC1=C(C=C2C=C(N=CC2=C1)NC(=O)[C@@H]1[C@@H]([C@H]1C=1C=NN(C1)C)C)C1CCN(CC1)[C@@]1(COC[C@@H]1F)C (1R,2R,3R)-N-(7-chloro-6-(1-((3R,4R)-4-fluoro-3-methyltetrahydrofuran-3-yl)piperidin-4-yl)isoquinolin-3-yl)-2-methyl-3-(1-methyl-1H-pyrazol-4-yl)cyclopropane-1-carboxamide